OCC1CC(C1)NC=1N=CC2=C(N1)C(=NC=C2)NC(C)C 2-(((1s,3s)-3-(Hydroxymethyl)cyclobutyl)amino)-8-(isopropylamino)pyrido[3,4-d]pyrimidine